(rac)-benzyl trans-3-azido-4-(3-(4,4,5,5-tetramethyl-1,3,2-dioxaborolan-2-yl)propyl)-1-(N-(1-((2-(trimethylsilyl)ethoxy)methyl)-1H-pyrazol-3-yl)sulfamoyl)pyrrolidine-3-carboxylate N(=[N+]=[N-])[C@@]1(CN(C[C@H]1CCCB1OC(C(O1)(C)C)(C)C)S(NC1=NN(C=C1)COCC[Si](C)(C)C)(=O)=O)C(=O)OCC1=CC=CC=C1 |r|